4-methoxy-1,3-benzothiazole-6-carboxylic acid methyl ester COC(=O)C1=CC2=C(N=CS2)C(=C1)OC